tert-Butyl (R)-3-methoxy-8-(tosyloxy)octanoate CO[C@@H](CC(=O)OC(C)(C)C)CCCCCOS(=O)(=O)C1=CC=C(C)C=C1